3-(4-(ethylsulfonamido)-3-(pyridin-3-ylmethoxy)phenyl)-5-(pyrazin-2-ylamino)-1H-pyrazole-4-carboxamide C(C)S(=O)(=O)NC1=C(C=C(C=C1)C1=NNC(=C1C(=O)N)NC1=NC=CN=C1)OCC=1C=NC=CC1